tert-butyl (2R,5S)-5-ethyl-4-(2-(hydroxymethyl)-5-methyl-6-oxo-5,6-dihydroimidazo[1,2-b]pyridazin-8-yl)-2-methylpiperazine-1-carboxylate C(C)[C@@H]1N(C[C@H](N(C1)C(=O)OC(C)(C)C)C)C=1C=2N(N(C(C1)=O)C)C=C(N2)CO